1,3-Dihydroxyanthraquinone OC1=CC(=CC=2C(C3=CC=CC=C3C(C12)=O)=O)O